[N+](=O)([O-])C1=CC=C(C(=O)OC2CC3(C2)CCC(CC3)O)C=C1 7-hydroxyspiro[3.5]nonan-2-yl 4-nitrobenzoate